1-methyl-5-(4-methylpiperazine-1-carbonyl)-1H-indole-2-carboxylic acid CN1C(=CC2=CC(=CC=C12)C(=O)N1CCN(CC1)C)C(=O)O